OC1(CCN(CC1)C(CCC1=CC=CC=C1)=O)CN1C=NC=2C(C1=O)=NN(C2)C 6-((4-Hydroxy-1-(3-phenylpropanoyl)piperidin-4-yl)methyl)-2-methyl-2H-pyrazolo[4,3-d]pyrimidin-7(6H)-one